2-methyl-N1-((R)-2-phenyl-1-(4,4,5,5-tetramethyl-1,3,2-dioxaborolan-2-yl)ethyl)-N3-((6-phenylpyridin-2-yl)methyl)propanediamide CC(C(=O)N[C@@H](CC1=CC=CC=C1)B1OC(C(O1)(C)C)(C)C)C(=O)NCC1=NC(=CC=C1)C1=CC=CC=C1